C(#N)C=1C=C(C(=NC1)[C@H](C)NC(CN1C(NC2=CC=C(C=C2C1=O)F)=O)=O)F (S)-N-(1-(5-cyano-3-fluoropyridin-2-yl)ethyl)-2-(6-fluoro-2,4-dioxo-1,4-dihydroquinazolin-3(2H)-yl)acetamide